methyl [1-(3-cyano-1-methyl-2-oxo-1,2-dihydroquinolin-4-yl)piperidin-4-yl]acetate C(#N)C=1C(N(C2=CC=CC=C2C1N1CCC(CC1)CC(=O)OC)C)=O